tert-butyl 3-((2-((benzyloxy)carbonyl)hydrazinyl)methyl)-2-oxopyrrolidine-1-carboxylate C(C1=CC=CC=C1)OC(=O)NNCC1C(N(CC1)C(=O)OC(C)(C)C)=O